N-(2-cyanoethyl)-3-(1',2'-dihydrospiro[cyclopropane-1,3'-pyrrolo[2,3-b]pyridin]-5'-yl)-2-fluoro-N-methylbenzamide C(#N)CCN(C(C1=C(C(=CC=C1)C=1C=C2C(=NC1)NCC21CC1)F)=O)C